4-((3-(1,1-difluoropropyl)phenyl)carbamoyl)-2-(4-methoxy-3-(piperazin-1-yl)phenyl)-5-methyl-1H-imidazole 3-oxide FC(CC)(F)C=1C=C(C=CC1)NC(=O)C=1[N+](=C(NC1C)C1=CC(=C(C=C1)OC)N1CCNCC1)[O-]